(2S)-{4-[6-Amino-5-(p-chlorophenyl)-4-pyrimidinyl]-1H-pyrazol-1-yl}[p-(trifluoromethyl)phenyl]acetamide NC1=C(C(=NC=N1)C=1C=NN(C1)[C@H](C(=O)N)C1=CC=C(C=C1)C(F)(F)F)C1=CC=C(C=C1)Cl